FC(C1=CC2=C(SC(=C2)C(N[C@H]2C[C@H]3[C@@H](C[C@@H]4N(C2=O)[C@@H](CC4)C(=O)N4CC(C4)C4=C(C=CC=C4)C)C3)=O)C=C1)(F)P(O)(O)=O (difluoro(2-(((3S,6S,7aS,8aR,9aR)-5-oxo-3-(3-(o-tolyl)azetidine-1-carbonyl)decahydro-1H-cyclopropa[d]pyrrolo[1,2-a]azocin-6-yl)carbamoyl)benzo[b]thiophen-5-yl)methyl)phosphonic acid